Benzyl (2S)-5-[bis[2-(tert-butoxycarbonylamino)ethyl]amino]-2-(tert-butoxy carbonylamino)-5-oxo-pentanoate C(C)(C)(C)OC(=O)NCCN(C(CC[C@@H](C(=O)OCC1=CC=CC=C1)NC(=O)OC(C)(C)C)=O)CCNC(=O)OC(C)(C)C